tert-Butyl 3-(2'-(methylsulfinyl)-2,3,5',8'-tetrahydro-6'H-spiro[indene-1,7'-quinazolin]-4'-yl)-3,6-diazabicyclo[3.1.1]heptane-6-carboxylate CS(=O)C1=NC=2CC3(CCC2C(=N1)N1CC2N(C(C1)C2)C(=O)OC(C)(C)C)CCC2=CC=CC=C23